OCCN(C)CC1=CN=C2N(C1=O)C=CC=C2 3-(((2-hydroxyethyl)(methyl)amino)methyl)-4H-pyrido[1,2-a]pyrimidin-4-one